N-[6-(2,2-difluoroethoxy)-5-fluoro-2-methoxy-3-pyridyl]-2-ethyl-1-keto-3,4-dihydroisoquinoline-5-sulfonamide FC(COC1=C(C=C(C(=N1)OC)NS(=O)(=O)C=1C=2CCN(C(C2C=CC1)=O)CC)F)F